C(C1=CC=CC=C1)OC1=C2C(=C(N(C2=CC=C1)C1=CC=C(C=C1)F)C(C)(C1=CN=CO1)C)C1=CC=C(C(=O)OC)C=C1 methyl 4-[4-benzyloxy-1-(4-fluorophenyl)-2-(1-methyl-1-oxazol-5-yl-ethyl)indol-3-yl]benzoate